FC1(CCC(CC1)CN1N=C2C=C(C=CC2=C1C(=O)NC1=CC(=NC=C1)O)F)F 2-((4,4-difluorocyclohexyl)methyl)-6-fluoro-N-(2-hydroxypyridin-4-yl)-2H-indazole-3-carboxamide